N-AcrylamidoIsoleucine C(C=C)(=O)NN[C@@H]([C@@H](C)CC)C(=O)O